3-amino-4-((4-bromobenzyl)amino)-5-methoxybenzonitrile NC=1C=C(C#N)C=C(C1NCC1=CC=C(C=C1)Br)OC